NC1=CC=C(C(=C1C1=CC(N2[C@@H](CC[C@@H]2C1)C(=O)OCC(=O)C1=CSC(=C1)C(N)=O)=O)F)Cl 2-(5-carbamoylthiophen-3-yl)-2-oxoethyl (3S,8aR)-7-(6-amino-3-chloro-2-fluorophenyl)-5-oxo-1,2,3,5,8,8a-hexahydroindolizine-3-carboxylate